N(=C=O)C1=C(C=CC=C1)N=C=O 2-isocyanatophenyl isocyanate